6-bromo-1-propyl-2',3',5',6'-tetrahydrospiro[indoline-3,4'-pyran]-2-one BrC1=CC=C2C(=C1)N(C(C21CCOCC1)=O)CCC